Cl.Cl.COC=1C=C(C=CC1OC)C1=C(NC=2C1=NC(=CC2)C2CCNCC2)C 3-(3,4-dimethoxyphenyl)-2-methyl-5-(piperidin-4-yl)-1H-pyrrolo[3,2-b]Pyridine 2HCl